ClC1=CNC=2N=C(N=C(C21)N[C@H]2CN(CC[C@H]2F)C(C=C)=O)NC=2C=NN(C2)CC(F)F 1-((3S,4R)-3-(5-chloro-2-(1-(2,2-difluoroethyl)-1H-pyrazol-4-ylamino)-7H-pyrrolo[2,3-d]pyrimidin-4-ylamino)-4-fluoropiperidin-1-yl)prop-2-en-1-one